[Ce].[Ta].[Ti] titanium-tantalum-cerium